dihydrophenanthrenedione C1(C(CCC=2C3=CC=CC=C3C=CC12)=O)=O